2-(4-chlorophenyl)ethylene ClC1=CC=C(C=C1)C=C